C(C)(C)(C)C(C(=O)[O-])(C(=O)[O-])CCCCC.[K+].[Na+] sodium potassium 2-(tert-butyl)-2-pentylmalonate